N-[(3-Fluorophenyl)-methyl]-4-methyl-1-(4-methyl-pentyl)-2-oxo-7-(trifluoromethyl)-1H-quinoline-3-carboxylic acid amide FC=1C=C(C=CC1)CNC(=O)C=1C(N(C2=CC(=CC=C2C1C)C(F)(F)F)CCCC(C)C)=O